(3R,4R)-1-cyclohexyl-4-{[5-(2,4-difluoro-phenyl)-isoxazole-3-carbonyl]-amino}-piperidine-3-carboxylic acid (2-fluoro-1-methyl-ethyl)-amide FCC(C)NC(=O)[C@@H]1CN(CC[C@H]1NC(=O)C1=NOC(=C1)C1=C(C=C(C=C1)F)F)C1CCCCC1